C(C)(C)(C)C1=CC=C(C=C1)NC1=NC=CC(=N1)NC1=CN=NC2=C(C=CC=C12)C N2-(4-(tert-butyl)phenyl)-N4-(8-methylcinnolin-4-yl)pyrimidine-2,4-diamine